ClC=1C=C(C=CC1)C(C(OC(=O)N[C@H](C(=O)N[C@H](C(=O)O)C[C@H]1C(NCC1)=O)CC1CCCCC1)C=1C=C2CCCC2=CC1)(C)C (2S)-2-((2S)-2-(((2-(3-chlorophenyl)-1-(2,3-dihydro-1H-inden-5-yl)-2-methylpropoxy)carbonyl)amino)-3-cyclohexylpropanamido)-3-((S)-2-oxopyrrolidin-3-yl)propanoic acid